1-(3-fluorophenyl)-N-(3-methoxybenzyl)-4-phenyl-1H-imidazol-2-amine FC=1C=C(C=CC1)N1C(=NC(=C1)C1=CC=CC=C1)NCC1=CC(=CC=C1)OC